((6-(bis(4-methoxybenzyl)amino)-5-nitropyrimidin-4-yl)amino)cyclohexan-1-ol COC1=CC=C(CN(C2=C(C(=NC=N2)NC2(CCCCC2)O)[N+](=O)[O-])CC2=CC=C(C=C2)OC)C=C1